ClC1=CC=C(C=C1)C(=O)N1[C@@H](C=2N(CC1)C(=NN2)C=2SC=1CN(CCC1N2)C)C (R)-(4-Chlorophenyl)(8-methyl-3-(5-methyl-4,5,6,7-tetrahydrothiazolo[5,4-c]pyridin-2-yl)-5,6-Dihydro-[1,2,4]triazolo[4,3-a]pyrazin-7(8H)-yl)methanone